(R)-2-((2-amino-7-bromo-3-fluoro-1,5-naphthyridin-4-yl)amino)-2-methylhexan-1-ol NC1=NC2=CC(=CN=C2C(=C1F)N[C@@](CO)(CCCC)C)Br